[2-(acryloyloxy)ethyl]trimethylammonium C(C=C)(=O)OCC[N+](C)(C)C